(R)-(4-{[7-(dimethylamino)-5-methoxy-[1,2,4]triazolo[1,5-a]pyrimidin-6-yl]methyl}phenyl)(imino)methyl-λ6-sulfanone CN(C1=C(C(=NC=2N1N=CN2)OC)CC2=CC=C(C=C2)[SH2](=O)C=N)C